octanoic acid, 2-mercaptoethyl ester C(CCCCCCC)(=O)OCCS